C(C)OC(=O)C=1SCC2CC2C1OS(=O)(=O)C(F)(F)F 5-(((trifluoromethyl)sulfonyl)oxy)-3-thiabicyclo[4.1.0]hept-4-ene-4-carboxylic acid ethyl ester